5-(4,4,5,5-tetramethyl-1,3,2-dioxaborolan-2-yl)-1H,3H,4H-pyrano[3,4-c]pyridine CC1(OB(OC1(C)C)C1=C2C(=CN=C1)COCC2)C